FC=1C=C(C=CC1)C1=NN(C(=C1)O)C1=NC=2N(C(=C1)N1CCOCC1)N=C(C2)C2=CC=NC=C2 3-(3-fluorophenyl)-1-(7-morpholino-2-(pyridin-4-yl)pyrazolo[1,5-a]pyrimidin-5-yl)-1H-pyrazol-5-ol